tert-butyl (2S,6S)-4-(1-(5-(difluoromethyl)-1,3,4-thiadiazol-2-yl)-6-(N-(1-methylcyclopropyl) sulfamoyl)-1H-indazol-4-yl)-2,6-dimethylpiperazine-1-carboxylate FC(C1=NN=C(S1)N1N=CC2=C(C=C(C=C12)S(NC1(CC1)C)(=O)=O)N1C[C@@H](N([C@H](C1)C)C(=O)OC(C)(C)C)C)F